benzyl (R)-4-(2-(((tert-butyldimethylsilyl) oxy)methyl)piperazin-1-yl)piperidine-1-carboxylate [Si](C)(C)(C(C)(C)C)OC[C@@H]1N(CCNC1)C1CCN(CC1)C(=O)OCC1=CC=CC=C1